tert-butyl N-[4-[4-[[1-[6-[2-[2-(tert-butoxycarbonylamino)ethoxy]ethoxy]hexa-2,4-diynyl]-3-carbamoyl-pyrazol-4-yl]carbamoyl]oxazol-2-yl]-2-pyridyl]-N-(cyclopropylmethyl)carbamate C(C)(C)(C)OC(=O)NCCOCCOCC#CC#CCN1N=C(C(=C1)NC(=O)C=1N=C(OC1)C1=CC(=NC=C1)N(C(OC(C)(C)C)=O)CC1CC1)C(N)=O